COC(=O)[C@H]1N(C[C@@H](C1)O[Si](C1=CC=CC=C1)(C1=CC=CC=C1)C(C)(C)C)C(=O)OC(C)(C)C (2S,4R)-4-[tert-butyl-(diphenyl)silyl]oxypyrrolidine-1,2-dicarboxylic acid O1-tert-butyl O2-methyl ester